(R)-ethyl 2-(4-((2-chloro-5-oxido-6,7-dihydrothieno[3,2-d]pyrimidin-4-yl)amino)phenyl)acetate ClC=1N=C(C2=C(N1)CC[S@]2=O)NC2=CC=C(C=C2)CC(=O)OCC